N,N-diethyl-N-methyl-cyclohexylammonium C(C)[N+](C)(CC)C1CCCCC1